6-((4-(7-Bromo-6-fluoro-1H-indol-3-yl)-5-(trifluoromethyl)pyrimidin-2-yl)amino)-2-azaSpiro[3.3]heptane-2-carboxylate BrC=1C(=CC=C2C(=CNC12)C1=NC(=NC=C1C(F)(F)F)NC1CC2(CN(C2)C(=O)[O-])C1)F